5-(4-cyclopropyl-6-methoxy-pyrimidin-5-yl)-3-[4-[1-methyl-4-(trifluoromethyl)imidazol-2-yl]phenoxy]-1H-pyrrolo[2,3-c]pyridine C1(CC1)C1=NC=NC(=C1C=1C=C2C(=CN1)NC=C2OC2=CC=C(C=C2)C=2N(C=C(N2)C(F)(F)F)C)OC